methyl (E)-4-[2-[2-[2-[2-[2-[[5-[[[3-ethyl-5-[2-(2-hydroxyethyl)-1-piperidyl]pyrazolo[1,5-a]pyrimidin-7-yl]amino]methyl]-2-pyridyl]oxy]ethoxy]ethoxy]ethoxy]ethoxy]ethoxy]but-2-enoate C(C)C=1C=NN2C1N=C(C=C2NCC=2C=CC(=NC2)OCCOCCOCCOCCOCCOC/C=C/C(=O)OC)N2C(CCCC2)CCO